2-(1,4-dioxaspiro[4.5]decan-8-yl)benzonitrile O1CCOC12CCC(CC2)C2=C(C#N)C=CC=C2